ClC=1C=C(C=CC1)[C@H]1OCC(N([C@H]1C1=CC=C(C=C1)Cl)[C@H](C(=O)OCC)C1CC1)=O (S)-ethyl 2-((2R,3S)-2-(3-chlorophenyl)-3-(4-chlorophenyl)-5-oxomorpholino)-2-cyclopropylacetate